6-((2R,3S)-2-amino-3-fluorobutyl)-7-(but-1-yn-1-yl)-2-chloro-N-(furan-2-ylmethyl)pyrrolo[2,1-f][1,2,4]triazin-4-amine N[C@H](CC=1C=C2C(=NC(=NN2C1C#CCC)Cl)NCC=1OC=CC1)[C@H](C)F